COC1=NC=CC(=C1N1CCC(CC1)N1C(N(C=2C(C1)=CNN2)CC2=C(C=CC=C2)C(F)(F)F)=O)C 5-(2'-methoxy-4'-methyl-3,4,5,6-tetrahydro-2H-[1,3']bipyridinyl-4-yl)-7-(2-trifluoromethyl-benzyl)-2,4,5,7-tetrahydro-pyrazolo[3,4-d]pyrimidin-6-one